5-(Azetidin-2-ylmethoxy)-2-methyl-N-(1-(7-(6-oxo-1,6-dihydropyridin-3-yl)quinolin-5-yl)cyclopropyl)benzamide N1C(CC1)COC=1C=CC(=C(C(=O)NC2(CC2)C2=C3C=CC=NC3=CC(=C2)C2=CNC(C=C2)=O)C1)C